C(C)(C)(C)OC(=O)N1[C@H](C[C@@H](C1)C1=CC(=C(C=C1)OC(F)F)OCC1CC1)CN=[N+]=[N-] (2R,4R)-2-(azidomethyl)-4-(3-(cyclopropylmethoxy)-4-(difluoromethoxy)phenyl)pyrrolidine-1-carboxylic acid tert-butyl ester